CC(C(=O)OCCNC(C)(C)C)=C t-butylaminoethyl (methyl)acrylate